N1N=C(C=C1)S(=O)(=O)NC(=O)C=1C(=NC(=CC1)C1=NC=CC=C1)OC1=C(C=C(C=C1C)C)C N-(1H-Pyrazol-3-ylsulfonyl)-6-(2-pyridyl)-2-(2,4,6-trimethylphenoxy)pyridin-3-carboxamid